BrC=1C(=NSC1)OCCNC(OC(C)(C)C)=O tert-Butyl (2-((4-bromoisothiazol-3-yl)oxy)ethyl)carbamate